1-[2-[5-(Difluoromethyl)-3-methyl-pyrazol-1-yl]-6-[5-[(6-methylpyridazin-3-yl)amino]benzimidazol-1-yl]-3-pyridinyl]ethanol FC(C1=CC(=NN1C1=NC(=CC=C1C(C)O)N1C=NC2=C1C=CC(=C2)NC=2N=NC(=CC2)C)C)F